CC1=CC=CC(=N1)C(CC1=NC2=CC=CN=C2C=C1)=O 1-(6-Methylpyridin-2-yl)-2-(1,5-naphthyridin-2-yl)ethan-1-one